C(C)(C)(C)C1=CC=C(C=C1)[B] 4-tert-Butylphenylboron